N1=C(C=CC2=CC=CN=C12)CC/C=C/C=1N=C(SC1)/C(=C/C(=O)OCC)/C=1C=NC(=NC1)OC Ethyl (E)-3-(4-((E)-4-(1,8-naphthyridin-2-yl)but-1-en-1-yl)thiazol-2-yl)-3-(2-methoxypyrimidin-5-yl)acrylate